4-((6-amino-8-hydroxy-2-(2-methoxyethoxy)-9H-purin-9-yl)-methyl)-N-(20-amino-3,6,9,12,15,18-hexaoxaeicosyl)benzamide NC1=C2N=C(N(C2=NC(=N1)OCCOC)CC1=CC=C(C(=O)NCCOCCOCCOCCOCCOCCOCCN)C=C1)O